1,5-anhydro-3-(6-((6-(1-tert-butyl-1H-pyrazol-4-yl)pyridin-3-yl)methyl)-7,8-dimethyl-4-oxoquinazolin-3(4H)-yl)-2,3-dideoxy-L-threo-pentitol C(C)(C)(C)N1N=CC(=C1)C1=CC=C(C=N1)CC=1C=C2C(N(C=NC2=C(C1C)C)[C@H]1CCOC[C@@H]1O)=O